Cl.NCC(=O)OC1CCCC1 2-Cyclopentanyl aminoacetate hydrochloride